OCCS(=O)(=O)CC(CCC[C@](C(NNC)=O)(C)C=1C=C(C=CC1)C[C@@H](C(=O)OC)C)(C)C methyl (2S)-3-[3-[(1R)-6-(2-hydroxyethylsulfonyl)-1,5,5-trimethyl-1-(methylaminocarbamoyl)hexyl]phenyl]-2-methyl-propanoate